1-(7-bromoquinoxalin-2-yl)ethan-1-amine BrC1=CC=C2N=CC(=NC2=C1)C(C)N